O=C1NC(CCC1N(C(CC1=CC(=CC=C1)N1CCN(CC1)CC1CCN(CC1)C1=CC=C(C=C1)/C(=C(/CC)\C1=CC=CC=C1)/C1=CC=C(C=C1)O)=O)C)=O (E)-N-(2,6-dioxopiperidin-3-yl)-2-(3-(4-((1-(4-(1-(4-hydroxyphenyl)-2-phenylbut-1-en-1-yl)phenyl)piperidin-4-yl)methyl)piperazin-1-yl)phenyl)-N-methylacetamide